2-[(3-chlorophenyl)methoxycarbonylamino]-4-[cyclopropyl-[4-(5,6,7,8-tetrahydro-1,8-naphthyridin-2-yl)butyl]amino]butanoic acid ClC=1C=C(C=CC1)COC(=O)NC(C(=O)O)CCN(CCCCC1=NC=2NCCCC2C=C1)C1CC1